((3s,4s)-4-(fluoromethyl)-1,3-dimethylpiperidin-3-yl)methanol FC[C@@H]1[C@](CN(CC1)C)(C)CO